ethyl 2-((1s,4s)-4-(6-fluoroquinolin-4-yl) cyclohexyl)-3-hydroxypropionate FC=1C=C2C(=CC=NC2=CC1)C1CCC(CC1)C(C(=O)OCC)CO